FC1=C2C=C(NC2=CC=C1OC=1C=CNC1C)C 4-(4-fluoro-2-methyl-1H-indol-5-oxy)-5-methylpyrrole